2-(2,6-dioxopiperidin-3-yl)-5-fluoro-3-oxoisoindoline-4-carboxamide O=C1NC(CCC1N1CC=2C=CC(=C(C2C1=O)C(=O)N)F)=O